ClC=1C=C2C(=C(C(N(C2=CC1)C)=O)C=1C=2C=CC=NC2C(=CC1)C[C@@H](C(=O)O)NC(C1=C(C=CC=C1Cl)Cl)=O)C (S)-3-(6-chloro-1,4-dimethyl-2-oxo-1,2-dihydro-[3,5'-biquinoline]-8'-yl)-2-(2,6-dichlorobenzoylamino)propionic acid